N1CC(C1)CN1C(=NC2=C1C(=CC(=C2)C(=O)N2[C@@H]1CC[C@H](C2)[C@H]1NC(OC(C)(C)C)=O)OC)C=1N(C2=CC=CC=C2C1)C Tert-butyl ((1R,4R,7R)-2-(1-(azetidin-3-ylmethyl)-7-methoxy-2-(1-methyl-1H-indol-2-yl)-1H-benzo[d]imidazole-5-carbonyl)-2-azabicyclo[2.2.1]heptan-7-yl)carbamate